(2R,6S)-N-[2-(1-benzylpiperidin-4-yl)ethyl]-2,6-dimethyl-4-[5-(trifluoromethoxy)pyrimidin-2-yl]piperazine-1-carboxamide C(C1=CC=CC=C1)N1CCC(CC1)CCNC(=O)N1[C@@H](CN(C[C@@H]1C)C1=NC=C(C=N1)OC(F)(F)F)C